C1(CC1)NC(=O)NC1=CC(=C(C=C1)OC1=CC2=C(N=C(N=C2)NC)N2C1=NCC2)F cyclopropyl-3-(3-fluoro-4-((2-(methylamino)-8,9-dihydroimidazo[1',2':1,6]pyrido[2,3-d]pyrimidin-6-yl)oxy)phenyl)urea